N(C1=CC=CC=C1)C1=C(NC2=C1C(N(CC2C)C)=O)C2=CC(=NC=C2)NC(CC2=CC=C(C=C2)F)=O N-{4-[3-Anilino-5,7-dimethyl-4-oxo-4,5,6,7-tetrahydro-1H-pyrrolo[3,2-c]pyridin-2-yl]pyridin-2-yl}-2-(4-fluorophenyl)acetamid